1-((4-aminophenyl)sulfonyl)piperidin-4-ol NC1=CC=C(C=C1)S(=O)(=O)N1CCC(CC1)O